FC1=CC2=C(C3=CC(=CC=C3N=C2C=C1)OC)NC1=CC(=C(C=C1)O)CN1CCCC1 4-((2-Fluoro-7-methoxyacridin-9-yl)amino)-2-(pyrrolidin-1-ylmethyl)phenol